ClC1=C(C(=NC=C1)N1C(C=2SC=3CC(CC3C2CC1)(C)C)=O)C=O 4-Chloro-2-{4,4-dimethyl-9-oxo-7-thia-10-azatricyclo[6.4.0.02,6]dodeca-1(8),2(6)-dien-10-yl}pyridine-3-carbaldehyde